NC=1C=2N(C3=CC(=C(C=C3N1)F)C(=O)N(C)CC1=C(C=C(C=C1)C=1C=NN(C1)C(F)(F)F)OC)C=NC2 4-amino-N-(4-(1-(trifluoromethyl)-1H-pyrazol-4-yl)-2-methoxybenzyl)-7-fluoro-N-methylimidazo[1,5-a]quinoxaline-8-carboxamide